Hydroxymethylphenoxyacetat OCOC(COC1=CC=CC=C1)=O